BrC=1C=C2C=C(C(=NC2=CC1)Cl)Cl 6-bromo-2,3-dichloroquinoline